carbon 1-nonacosanol C(CCCCCCCCCCCCCCCCCCCCCCCCCCCC)O.[C]